ClC1=C(C=NN1[C@@H]1[C@H](CN(CC1)C1COC1)F)NC=1N=C(C2=C(N1)SC=C2C)NC=2C=C(C=CC2)C(C)(C)O 2-(3-((2-((5-chloro-1-((3S,4S)-3-fluoro-1-(oxetan-3-yl)piperidin-4-yl)-1H-pyrazol-4-yl)amino)-5-methylthieno[2,3-d]pyrimidin-4-yl)amino)phenyl)propan-2-ol